CC1=CC(=NN1C1=CC=C(C=C1)OC(F)(F)F)OC1CC2(C1)CCN(CC2)C2CCOCC2 2-[5-methyl-1-[4-(trifluoro-methoxy)phenyl]pyrazol-3-yl]oxy-7-tetrahydropyran-4-yl-7-azaspiro[3.5]nonane